bicyclo[2.2.2]-octane C12CCC(CC1)CC2